S1C=NC2=C1C=CC=C2 1,3-benzo-thiazole